COC1C=C2[C@@H]3CC[C@H]([C@@H](C=C[C@@H](C(C)C)C)C)[C@]3(CC[C@@H]2[C@]2(CCC(CC12O)O)C)C 6-methoxyergosta-7,22-diene-3,5-diol